BrC=1C(=C(C=CC1Br)NC(C)=O)C(C1=C(C=CC=C1F)F)=O N-[3,4-dibromo-2-(2,6-difluorobenzoyl)phenyl]acetamide